(1R,3R)-1-(5-bromo-6-chloropyridin-3-yl)-3-methoxycyclobutane-1-carbonitrile BrC=1C=C(C=NC1Cl)C1(CC(C1)OC)C#N